5-((5-(3,4-Difluorophenyl)-6-propoxypyridin-3-yl)methyl)pyrimidin FC=1C=C(C=CC1F)C=1C=C(C=NC1OCCC)CC=1C=NC=NC1